CC=1C(=C(C(=NC1)N)N)C dimethyl-pyridine-2,3-diamine